(4-bromopyridin-2-yl)-3-(3-fluorophenyl)propanamide BrC1=CC(=NC=C1)C(C(=O)N)CC1=CC(=CC=C1)F